2-((6-cyclopropylimidazo[1,2-a]pyridin-2-yl)methyl)-N-(4-methoxybenzyl)-2H-pyrazolo[4,3-c]pyridin-4-amine C1(CC1)C=1C=CC=2N(C1)C=C(N2)CN2N=C1C(C(=NC=C1)NCC1=CC=C(C=C1)OC)=C2